(3R,4R)-4-[[[7-(benzylamino)-3-propan-2-ylpyrazolo[1,5-a]pyrimidin-5-yl]amino]methyl]piperidin-3-ol C(C1=CC=CC=C1)NC1=CC(=NC=2N1N=CC2C(C)C)NC[C@@H]2[C@H](CNCC2)O